1-(3-oxobutyl)anthracene O=C(CCC1=CC=CC2=CC3=CC=CC=C3C=C12)C